CC/C=C\\C/C=C\\C/C=C\\CCCCCCCC(=O)O The molecule is a linolenic acid with cis-double bonds at positions 9, 12 and 15. Shown to have an antithrombotic effect. It has a role as a micronutrient, a nutraceutical and a mouse metabolite. It is an omega-3 fatty acid and a linolenic acid. It is a conjugate acid of an alpha-linolenate and a (9Z,12Z,15Z)-octadeca-9,12,15-trienoate.